C(CC)C1=CN=CC=2N=C(N=C(C21)N)C=2C(=NNC2)C(F)(F)F propyl-2-(3-(trifluoromethyl)-1H-pyrazol-4-yl)pyrido[3,4-d]pyrimidin-4-amine